O=C1NC(CCC1C1=NN(C2=C(C=CC=C12)N1CCC(CC1)CN1CC2COCC(C1)N2C(=O)OC(C)(C)C)C)=O tert-butyl 7-((1-(3-(2,6-dioxopiperidin-3-yl)-1-methyl-1H-indazol-7-yl) piperidin-4-yl) methyl)-3-oxa-7,9-diazabicyclo[3.3.1]nonane-9-carboxylate